1-((2-(2,6-dioxopiperidin-3-yl)-1-oxoisoindolin-5-yl)methyl)-3-(5-methoxy-2-(methoxymethoxy)benzyl)urea O=C1NC(CCC1N1C(C2=CC=C(C=C2C1)CNC(=O)NCC1=C(C=CC(=C1)OC)OCOC)=O)=O